2-methoxy-5-methyl-4-(4-pyrrolidin-1-yl-1-piperidyl)aniline COC1=C(N)C=C(C(=C1)N1CCC(CC1)N1CCCC1)C